C(CCCCCCC)OCC(COCCCCCCCC)OP(OC(COCCCCCCCC)COCCCCCCCC)(O)=O bis(1,3-dioctyloxypropan-2-yl)phosphoric acid